ClC1=C(C=CC=C1)NC(=S)N 1-(2'-chlorophenyl)thiourea